3-(3-ethylcyclopent-1-en-1-yl)-2-methylpropionaldehyde C(C)C1C=C(CC1)CC(C=O)C